C[C@H]1N(CCN(C1)C1=CC=C(C=C1)[N+](=O)[O-])CC1CCC2(CCN(CC2)C(=O)OC(C)(C)C)CC1 tert-butyl (R)-9-((2-methyl-4-(4-nitrophenyl) piperazin-1-yl) methyl)-3-azaspiro[5.5]undecane-3-carboxylate